3-(Imidazo[1,2-b]pyridazin-3-ylethynyl)-4-methyl-N-(quinolin-7-yl)benzamide N=1C=C(N2N=CC=CC21)C#CC=2C=C(C(=O)NC1=CC=C3C=CC=NC3=C1)C=CC2C